5-(trifluorometh-yl)pyridin FC(C=1C=CC=NC1)(F)F